C[C@H](CC)N1N=CC(=C1)C1=C(C(=O)O)C=C(C=C1)NC(=O)C1(CC1)C1=C(C=C(C=C1)OC(F)(F)F)F 2-{1-[(2R)-Butan-2-yl]-1H-pyrazol-4-yl}-5-[({1-[2-fluoro-4-(trifluoromethoxy)phenyl]cyclopropyl}carbonyl)amino]benzoic acid